3-(5-{8-oxa-3,5-diazatricyclo[7.4.0.02,7]trideca-1(9),2,4,6,10,12-hexaen-6-yl}-1-oxo-2,3-dihydro-1H-isoindol-2-yl)piperidine-2,6-dione C1=2C3=NC=NC(=C3OC2C=CC=C1)C=1C=C2CN(C(C2=CC1)=O)C1C(NC(CC1)=O)=O